N2-(3,3-difluorocyclopentyl)-N4-(3,5-difluorophenyl)-6-(6-(trifluoromethyl)pyridin-2-yl)-1,3,5-triazine-2,4-diamine FC1(CC(CC1)NC1=NC(=NC(=N1)NC1=CC(=CC(=C1)F)F)C1=NC(=CC=C1)C(F)(F)F)F